tert-butyl 4-(4-aminopyrazol-1-yl)piperidine-1-carboxylate NC=1C=NN(C1)C1CCN(CC1)C(=O)OC(C)(C)C